FC(C)(F)C1=NC(=CC(=C1)NC1=CC(=NC=C1OCC=1C=NC=CC1)NC(C)=O)C N-(4-((2-(1,1-difluoroethyl)-6-methylpyridin-4-yl)amino)-5-(pyridin-3-ylmethoxy)pyridin-2-yl)acetamide